tert-butyl (3-bromo-5,6-difluoro-9H-pyrido[2,3-b]indol-8-yl)(methyl)carbamate BrC1=CC2=C(NC3=C(C=C(C(=C23)F)F)N(C(OC(C)(C)C)=O)C)N=C1